C1(CC1)CN1CCC(CC1)N1CCC(CC1)C=1C=C(C=2N(C1)C=C(N2)C2=CC=C(C=C2)S(=O)(=O)C)C 6-(1'-(cyclopropylmethyl)-[1,4'-bipiperidin]-4-yl)-8-methyl-2-(4-(methylsulfonyl)phenyl)imidazo[1,2-a]pyridine